(2,4,5,6-tetrahydro-1H-cyclobut[f]inden-3-yl)carbamic acid tert-butyl ester C(C)(C)(C)OC(NC1=C2C(=CC=3CCCC13)CC2)=O